magnesium DL-lactate C(C(O)C)(=O)[O-].[Mg+2].C(C(O)C)(=O)[O-]